7-[1-(azetidin-3-yl)-6-chloro-3,4-dihydro-2H-quinolin-8-yl]-2-(1H-pyrazol-5-yloxymethyl)thieno[3,2-b]pyridine N1CC(C1)N1CCCC2=CC(=CC(=C12)C1=C2C(=NC=C1)C=C(S2)COC2=CC=NN2)Cl